tert-butyl (2-((3-(1-(4-(5-(difluoromethyl)-1,3,4-oxadiazol-2-yl)-2,6-difluorobenzyl)-1H-1,2,3-triazol-4-yl)phenyl)amino)-2-oxoethyl)carbamate FC(C1=NN=C(O1)C1=CC(=C(CN2N=NC(=C2)C=2C=C(C=CC2)NC(CNC(OC(C)(C)C)=O)=O)C(=C1)F)F)F